C(C)(C)(C)OC(=O)N1[C@@H](CNCC1)CC#N (R)-2-(cyanomethyl)piperazine-1-carboxylic acid tert-butyl ester